tert-butyl 3-(6-(4,4,5,5-tetramethyl-1,3,2-dioxaborolan-2-yl)pyrrolo[1,2-b]pyridazin-4-yl)-3,8-diazabicyclo[3.2.1]octane-8-carboxylate CC1(OB(OC1(C)C)C=1C=C2N(N=CC=C2N2CC3CCC(C2)N3C(=O)OC(C)(C)C)C1)C